2-(1H-pyrazol-5-yl)-1H-indole N1N=CC=C1C=1NC2=CC=CC=C2C1